C(CCC)OC(=O)NCCN butoxycarbonyl-1,2-ethylenediamine